(1S,7aR)-1-aminohexahydro-1H-pyrrolizine-1-carboxylic acid N[C@]1(CCN2CCC[C@H]12)C(=O)O